C(N)(OC1(C(C1)[C@H]1C[C@H](CC1)C1=CC(=NN1)NC(CC1=NC=C(N=C1)OC)=O)CC(F)(F)F)=O (1R,3S)-3-(3-{[(5-methoxypyrazin-2-yl)acetyl]amino}-1H-pyrazol-5-yl)cyclopentyl[1-(2,2,2-trifluoroethyl)cyclopropyl] carbamate